CC1=C(C(=CC=C1)C)C1=NC(=NC(=C1)OC[C@@H](CC(C)(C)C)NC1CC2(C1)CC1(OCCO1)C2)NS(=O)(=O)C=2C=C(C(=O)O)C=CC2 3-[[4-(2,6-dimethylphenyl)-6-[(2R)-2-(7,10-dioxadispiro[3.1.46.14]undecan-2-ylamino)-4,4-dimethyl-pentoxy]pyrimidin-2-yl]sulfamoyl]benzoic acid